C1=CC=CC=2C3=CC=CC=C3C(C12)CON(C)CC(=O)O (((9H-fluoren-9-yl)methoxy)(methyl)amino)acetic acid